CC1(OB(OC1(C)C)C=1C=C2C=CN(C2=CC1)C(=O)[O-])C 5-(4,4,5,5-tetramethyl-1,3,2-dioxaborolan-2-yl)-1H-indole-1-carboxylate